COC1=C(C=NO1)C(=O)O 5-METHOXY-ISOXAZOLE-4-CARBOXYLIC ACID